9-(benzyloxy)-6-isopropyl-2-oxo-10-(thiazol-2-yl)-6,7-dihydro-2H-pyrido[2,1-a]isoquinoline-3-carboxylic acid C(C1=CC=CC=C1)OC=1C=C2CC(N3C(C2=CC1C=1SC=CN1)=CC(C(=C3)C(=O)O)=O)C(C)C